3-fluoro-2-(1H-1,2,4-triazol-1-yl)benzoic acid FC=1C(=C(C(=O)O)C=CC1)N1N=CN=C1